N-((2,4-difluorophenyl)sulfonyl)-2,4-difluorobenzenesulfonamide FC1=C(C=CC(=C1)F)S(=O)(=O)NS(=O)(=O)C1=C(C=C(C=C1)F)F